BrC1=C(C2=CN(N=C2C=C1)CC(C(F)(F)F)(C(F)(F)F)O)Cl 2-((5-bromo-4-chloro-2H-indazol-2-yl)methyl)-1,1,1,3,3,3-hexafluoropropan-2-ol